1-{2-fluoro-6-[1-(4-methylbenzenesulfonyl)ethyl]phenyl}piperidin FC1=C(C(=CC=C1)C(C)S(=O)(=O)C1=CC=C(C=C1)C)N1CCCCC1